ethyl 1-((5-cyclopropylbenzo[b]thiophen-2-yl)methyl)-1H-1,2,3-triazole-4-carboxylate C1(CC1)C1=CC2=C(SC(=C2)CN2N=NC(=C2)C(=O)OCC)C=C1